(1-(4-(4-cyano-3-fluorophenyl)-6-(2-(trifluoromethyl)phenyl)-4a,5,6,7,8,8a-hexahydroquinazolin-2-yl)piperidin-4-yl)carbamate C(#N)C1=C(C=C(C=C1)C1=NC(=NC2CCC(CC12)C1=C(C=CC=C1)C(F)(F)F)N1CCC(CC1)NC([O-])=O)F